FC(OC1=CC(=C(C(=N1)C)C1=CC=C(C=C1)C1(COC1)C(=O)NC1=CC=C(C=C1)F)C)F 3-(4-(6-(difluoromethoxy)-2,4-dimethylpyridin-3-yl)phenyl)-N-(4-fluorophenyl)oxetan-3-carboxamide